C1(CC1)[C@H](C)N1C(C=2C(=NC(=CC2C1)C1=C(N=C(S1)NC(=O)NC)C)OC1COCC1)=O 1-(5-(2-((S)-1-cyclopropylethyl)-3-oxo-4-((tetrahydrofuran-3-yl)oxy)-2,3-dihydro-1H-pyrrolo[3,4-c]pyridin-6-yl)-4-methylthiazol-2-yl)-3-methylurea